FC(C(=O)O)(F)F.O1C(OCC1)C=1C=C(C(=NC1)C1=C2CCNC2=CC=C1)F 4-(5-(1,3-Dioxolan-2-yl)-3-fluoropyridin-2-yl)indoline trifluoroacetate